Potassium Silicat [Si]([O-])([O-])([O-])[O-].[K+].[K+].[K+].[K+]